C(CC)(=O)N1CCC2=CC(=CC=C12)C1=NC=C(C=N1)C(=O)O 2-(1-propionylindolin-5-yl)pyrimidine-5-carboxylic Acid